6-(4-(3,6-diazabicyclo[3.1.1]heptane-6-carbonyl)benzyl)-2-amino-4-(((R)-pentan-2-yl)amino)pyrido[4,3-d]pyrimidin-5(6H)-one C12CNCC(N1C(=O)C1=CC=C(CN3C(C4=C(N=C(N=C4N[C@H](C)CCC)N)C=C3)=O)C=C1)C2